C(CCCCCCCC)(=O)OCC(COC(CCCCCCCC)=O)CC(=O)OC[C@H]1C[C@H](N1C(=O)OC(C)(C)C)COC(CC(COC(CCCCCCCC)=O)COC(CCCCCCCC)=O)=O |o1:30,32| ((((rel-(2S,4R)-1-(tert-butoxycarbonyl)azetidine-2,4-diyl)bis(methylene))bis(oxy))bis(2-oxoethane-2,1-diyl))bis(propane-2,1,3-triyl) tetranonanoate